BrC=1C=CC=2N(C3=CC=C(C=C3C2C1)Br)CC(CN1CCN(CC1)CCC#CC1=CC(=C(C=C1)OCC1=CC(=C(C=C1)F)C(F)(F)F)CNCCO)O 1-(3,6-dibromo-9H-carbazol-9-yl)-3-(4-(4-(4-((4-fluoro-3-(trifluoromethyl)benzyl)oxy)-3-(((2-hydroxyethyl)amino)methyl)phenyl)but-3-yn-1-yl)piperazin-1-yl)propan-2-ol